tert-butyl (1-(cyanomethyl)cyclopropyl)(2-hydroxy-2-(m-tolyl)ethyl)carbamate C(#N)CC1(CC1)N(C(OC(C)(C)C)=O)CC(C=1C=C(C=CC1)C)O